FC=CC(F)(F)F 1,3,3,3-tetrafluoropropylene